2,6-dimethoxybenzoyl-benzylbutylphosphine oxide COC1=C(C(=O)P(CCCC)(CC2=CC=CC=C2)=O)C(=CC=C1)OC